(4-((6,7-dimethoxyquinazolin-4-yl)oxy)-2,6-difluorophenyl)-N-(3-nitrophenyl)-2-oxoacetamide COC=1C=C2C(=NC=NC2=CC1OC)OC1=CC(=C(C(=C1)F)C(C(=O)NC1=CC(=CC=C1)[N+](=O)[O-])=O)F